2-[6-amino-5-[8-[2-[3-(5,8-dioxa-2-azaspiro[3.5]nonan-2-yl)prop-1-ynyl]-4-pyridinyl]-3,8-diazabicyclo[3.2.1]oct-3-yl]pyridazin-3-yl]phenol NC1=C(C=C(N=N1)C1=C(C=CC=C1)O)N1CC2CCC(C1)N2C2=CC(=NC=C2)C#CCN2CC1(C2)OCCOC1